C(C)N(C(=O)C1CCCCC1)CC N,N-diethylcyclohexanecarboxamide